C(CCCCCCC)[SiH](OC1=CC=CC=C1)OCCOC octyl-methoxyethoxyphenoxysilane